(2S,3R,4S,5R)-5-(2-amino-6-(methylamino)-9H-purin-9-yl)-4-chloro-2,4-difluoro-2-(hydroxymethyl)tetrahydrofuran-3-ol NC1=NC(=C2N=CN(C2=N1)[C@H]1[C@@]([C@@H]([C@](O1)(CO)F)O)(F)Cl)NC